BrC=1C=C2CCCOC2=C(C1)C 6-bromo-8-methylchromane